C1=CC=C(C=C1)C(C(=O)C2=CC=CC=C2)O The molecule is a ketone that consists of acetophenone bearing hydroxy and phenyl substituents at the alpha-position. The parent of the class of benzoins. It has a role as an EC 3.1.1.1 (carboxylesterase) inhibitor. It is a member of benzoins and a secondary alpha-hydroxy ketone.